C(CCC)C1(C=CC=C1)[W](C1(C=CC=C1)CCCC)(I)I bis(butylcyclopentadienyl)tungsten (IV) diiodide